2-amino-6-bromo-4-methoxypyrazolo[1,5-a]pyridine-3-carbonitrile NC1=NN2C(C(=CC(=C2)Br)OC)=C1C#N